((2-(pyrrolidin-1-yl)ethyl)azanediyl)bis(decane-1,2-diyl) dioctanoate C(CCCCCCC)(=O)OC(CN(CC(CCCCCCCC)OC(CCCCCCC)=O)CCN1CCCC1)CCCCCCCC